2-(4-chloro-3-fluorophenoxy)-N-(3-{2-[4-(2-hydroxypropan-2-yl)phenoxy]acetamido}bicyclo[1.1.1]pentan-1-yl)acetamide ClC1=C(C=C(OCC(=O)NC23CC(C2)(C3)NC(COC3=CC=C(C=C3)C(C)(C)O)=O)C=C1)F